COC(=O)C1=CN=C2C3=C(C(NC2=C1)=O)CCC3 6-oxo-6,7,8,9-tetrahydro-5H-cyclopenta[c][1,5]naphthyridine-3-carboxylic acid methyl ester